imidazol-1-yl-[5-[3-(2-methoxy-3-pyridyl)pyrazolo[1,5-a]pyrimidin-5-yl]-2,5-diazabicyclo[4.1.0]heptan-2-yl]methanone N1(C=NC=C1)C(=O)N1C2CC2N(CC1)C1=NC=2N(C=C1)N=CC2C=2C(=NC=CC2)OC